CC1(N(CCCN(C1)C(=O)OCC1=CC=CC=C1)C(=O)OC(C)(C)C)C O4-benzyl O1-tert-butyl 2,2-dimethyl-1,4-diazepane-1,4-dicarboxylate